3-{2-chloro-N-[(3,4-difluorophenyl)methyl]acetamido}-3-cyanoazetidine-1-carboxylic acid tert-butyl ester C(C)(C)(C)OC(=O)N1CC(C1)(C#N)N(C(CCl)=O)CC1=CC(=C(C=C1)F)F